[F-].[Li+].[Ag+].[F-] silver-lithium fluoride